FC1=CC=C(CNS(=O)(=O)C=2C(=CC(=C(C2)O)O)C2=CC(=CC(=C2)O)O)C=C1 N-(4-fluorobenzyl)-3',4,5,5'-tetrahydroxy-[1,1'-biphenyl]-2-sulfonamide